(S)-6,8-dihydroxyoctanoate O[C@@H](CCCCC(=O)[O-])CCO